C(C)(C)(C)[Si](C)(C)OC=1C=C2C(=NC1)NN=C2I tert-butyl-[(3-iodo-1H-pyrazolo[3,4-b]pyridin-5-yl)oxy]-dimethyl-silane